(1r,3r)-N,3-dimethyl-3-((6-(1-methyl-1H-pyrazol-4-yl)pyrazolo[1,5-a]pyrazin-4-yl)oxy)cyclobutan-1-amine CNC1CC(C1)(OC=1C=2N(C=C(N1)C=1C=NN(C1)C)N=CC2)C